2-((5-bromo-2-ethyl-6-methylpyrazolo[1,5-a]pyridin-3-yl)(methyl)amino)-4-(4-fluorophenyl)thiazole-5-carbonitrile BrC1=CC=2N(C=C1C)N=C(C2N(C=2SC(=C(N2)C2=CC=C(C=C2)F)C#N)C)CC